C1(CCC1)N1N=CC(=C1)S(=O)(=O)N 1-cyclobutyl-1H-pyrazole-4-sulfonamide